para-nitrophenyl Chloroformate ClC(=O)OC1=CC=C(C=C1)[N+](=O)[O-]